ClC1=CC=C(C=N1)N[C@@H]1CC[C@H]2CN(C[C@H]21)C(=O)C=2SC(=CC2)C |o1:8,11,15| rel-((3aS,4R,6aR)-4-((6-chloropyridin-3-yl)amino)hexahydrocyclopenta[c]pyrrol-2(1H)-yl)(5-methylthiophen-2-yl)methanone